CNC(C1=NC(=C(C=C1)N1CCN(CC1)CC1=CC(=NC=C1)NC(=O)NCC(F)(F)F)C(F)(F)F)=O N-methyl-5-(4-((2-(3-(2,2,2-trifluoroethyl)ureido)pyridin-4-yl)methyl)piperazin-1-yl)-6-(trifluoromethyl)picolinamide